2-(phenylmercapto)acetic acid C1(=CC=CC=C1)SCC(=O)O